5-((1,4-dimethoxy-3-methylnaphthalen-2-yl)methyl)-2-(oxetan-3-yloxy)pyridine COC1=C(C(=C(C2=CC=CC=C12)OC)C)CC=1C=CC(=NC1)OC1COC1